ClC=1C(=C(C=CC1)CNC(CN(C(CN(C1=CC=CC=C1)CCC#N)=O)C(C)C)=O)F N-(2-((3-chloro-2-fluorophenylmethyl)amino)-2-oxoethyl)-2-((2-cyanoethyl)(phenyl)amino)-N-isopropylacetamide